C(C)(C)OC1=C2C(=NNC2=CC=C1)C=1C=C(C(N(N1)C)=O)N1CCOCC1 6-(4-isopropoxy-1H-indazol-3-yl)-2-methyl-4-morpholino-pyridazin-3-one